4-chloro-3-(2-chloroethoxy)-8-(4-hydroxyphenyl)-5,6,7,8-tetrahydronaphthalene-2-carbonitrile ClC1=C(C(=CC=2C(CCCC12)C1=CC=C(C=C1)O)C#N)OCCCl